7-chloro-8-cyclopropyl-9-methyl-pyrimido[1,2-b]Pyridazin-4-one ClC=1C(=C(C=2N(N1)C(C=CN2)=O)C)C2CC2